ClC=1C(=NC(=NC1)NC1=CC(=C(C=C1OC(C)C)C1CCN(CC1)CC1=CC=C(N=N1)N1C(NC(CC1)=O)=O)C)NC1=C(C=CC=C1)S(=O)(=O)C(C)C 1-(6-((4-(4-((5-chloro-4-((2-(isopropylsulfonyl)phenyl)amino)pyrimidin-2-yl)amino)-5-isopropoxy-2-methylphenyl)piperidin-1-yl)methyl)pyridazin-3-yl)dihydropyrimidine-2,4(1H,3H)-dione